3-[4-[(E)-3-(2-Hydroxyphenyl)-3-oxo-1-propenyl]phenyl]propenoic acid OC1=C(C=CC=C1)C(/C=C/C1=CC=C(C=C1)C=CC(=O)O)=O